N'-[3-(aminomethyl)-3,5,5-trimethyl-cyclohexyl]hexan-1,6-diamin NCC1(CC(CC(C1)(C)C)NCCCCCCN)C